4-((2-chlorophenyl)(hydroxy)methyl)-2-fluorobenzaldehyd ClC1=C(C=CC=C1)C(C1=CC(=C(C=O)C=C1)F)O